C1(CC1)[C@@H](NC(=O)[C@@H]1N([C@@H]2C[C@@H]2C1)C(C1=CC(=CC=C1)S(=O)(=O)C)=O)C1=CC(=C(C=C1)C)F (1R,3R,5R)-N-((R)-cyclopropyl-(3-fluoro-4-methylphenyl)methyl)-2-(3-(methylsulfonyl)benzoyl)-2-azabicyclo[3.1.0]hexane-3-carboxamide